C(C=C)(=O)NC1=CC(=C(C=C1)C1=C(C=2C(=NC=C(C2N1C)C#N)N)C1=CC(=C(C(=O)NCC(F)(F)F)C=C1)OC)OC 4-(2-(4-acrylamido-2-methoxyphenyl)-4-amino-7-cyano-1-methyl-1H-pyrrolo[3,2-c]pyridin-3-yl)-2-methoxy-N-(2,2,2-trifluoroethyl)benzamide